[Cl-].C(CC)O[Si](CCC[N+](C)(CCCCCCCCCC)CCCCCCCCCC)(OCCC)OCCC 3-(tripropoxysilyl)propyl-di-n-decylmethyl-ammonium chloride